NC1=C2N=CN(C2=NC(=N1)Cl)[C@@H]1O[C@@H]([C@H]([C@@]1(C#N)O)O)CO (2r,3r,4r,5r)-2-(6-amino-2-chloro-9H-purin-9-yl)-3,4-dihydroxy-5-(hydroxymethyl)tetrahydro-furan-3-carbonitrile